2,2,2-trifluoro-1-(1-((2-fluoropyridin-4-yl)methyl)-6-(4-methoxypyrrolo[2,1-f][1,2,4]triazin-5-yl)-1H-imidazo[4,5-b]pyridin-2-yl)ethanol FC(C(O)C=1N(C=2C(=NC=C(C2)C=2C=CN3N=CN=C(C32)OC)N1)CC1=CC(=NC=C1)F)(F)F